P(=O)(O)(O)O.C(#N)C1=CC=C(C=C1)[C@H]1CCCC=2N1C=NC2 (R)-(+)-5-(p-cyanophenyl)-5,6,7,8-tetrahydroimidazo[1,5-a]pyridine hydrogen phosphate